(2-(3,8-diazabicyclo[3.2.1]octan-8-yl)-6,7-dihydrothiazolo[5,4-c]pyridin-5(4H)-yl)(4-(trifluoromethoxy)phenyl)methanone C12CNCC(CC1)N2C=2SC=1CN(CCC1N2)C(=O)C2=CC=C(C=C2)OC(F)(F)F